C(C)(C)OC=1C=NOC1 4-Isopropoxyisoxazole